N-(3-chlorophenyl)-5-(pyridin-3-yl)-1H-pyrazolo[3,4-c]pyridin-3-amine ClC=1C=C(C=CC1)NC1=NNC2=CN=C(C=C21)C=2C=NC=CC2